(1-(pyridin-2-yl)piperidin-4-yl)methanol N1=C(C=CC=C1)N1CCC(CC1)CO